ClC1=C(N=C2N(C1=O)C=C(N=C2C2=CC=C(C=C2)C(F)F)[C@@H]2C[C@H](OCC2)C=2C=NN(C2)C)C 3-chloro-9-(4-(difluoromethyl)phenyl)-2-methyl-7-((2S,4S)-2-(1-methyl-1H-pyrazol-4-yl)tetrahydro-2H-pyran-4-yl)-4H-pyrazino[1,2-a]pyrimidin-4-one